((2,6-dimethyloct-7-en-2-yl)oxy)-2-methylundec-1-ene CC(C)(CCCC(C=C)C)OC=C(CCCCCCCCC)C